C(C)C1=CC(=C2C(N(C=NN21)CC(=O)OCC)=O)C2=CC(=C(C=C2)F)C ethyl 2-[7-ethyl-5-(4-fluoro-3-methyl-phenyl)-4-oxo-pyrrolo[2,1-f][1,2,4]triazin-3-yl]acetate